S(=O)(=O)([O-])[O-].[Ca+2].NC(=O)N urea calcium sulphate